(3R,8S,9aR)-8-(2,3-dichloro-6-hydroxyphenyl)-3-(2-hydroxyethyl)-hexahydro-2H-pyrido[1,2-a]pyrazine-1,4-dione ClC1=C(C(=CC=C1Cl)O)[C@@H]1C[C@H]2N(C([C@H](NC2=O)CCO)=O)CC1